N-methyl-1-[4-(trifluoromethoxy)phenyl]-1H-1,2,4-triazol-5-amine CNC1=NC=NN1C1=CC=C(C=C1)OC(F)(F)F